(2-(2-(tert-butyldimethylsilyloxy) ethyl)-4-fluorophenyl (hydroxy)-methyl) pyrrolidine-1-carboxylate N1(CCCC1)C(=O)OC(O)C1=C(C=C(C=C1)F)CCO[Si](C)(C)C(C)(C)C